OC1=CC=2C3(C4=CC=CC=C4C2C=C1)C1=CC=CC=C1C=1C=CC(=CC13)O (R)-2,2'-dihydroxy-9,9'-spirobifluorene